tributylmethyl-ammonium bis(trifluoromethanesulfonyl)imide [N-](S(=O)(=O)C(F)(F)F)S(=O)(=O)C(F)(F)F.C(CCC)[N+](C)(CCCC)CCCC